SCCN1CCN(CCN(CC1)CCS)CCS N,N',N''-tris(2-mercaptoethyl)-1,4,7-triazacyclononane